tert-butyl 4-(6-isopropyl-5-(8-methyl-[1,2,4]triazolo[1,5-a]pyridin-6-yl)-4H-thieno[3,2-b]pyrrole-2-carbonyl)piperidine-1-carboxylate C(C)(C)C=1C2=C(NC1C=1C=C(C=3N(C1)N=CN3)C)C=C(S2)C(=O)C2CCN(CC2)C(=O)OC(C)(C)C